NC1=CC(=C(C=C1)C1=CN(C=2N=C(N=C(C21)N)C)C)F 5-(4-amino-2-fluorophenyl)-2,7-dimethyl-7H-pyrrolo[2,3-d]pyrimidin-4-amine